C1(CCC1)NC1=NN2C(C=N1)=C(C=C2)C2=CC=C1C(=N2)N(C(=N1)C)CC N-cyclobutyl-5-(3-ethyl-2-methyl-3H-imidazo[4,5-b]pyridin-5-yl)pyrrolo[2,1-f][1,2,4]triazin-2-amine